1,4-dihydronaphthalene-2-formaldehyde C1C(=CCC2=CC=CC=C12)C=O